C(C)(C)(C)N(C(O)=O)CCN1C=CC2=C(C=C(C=C12)OC)Br.FC(C=1C(=NOC1)C1=CC=C(N)C=C1)(F)F 4-(4-(trifluoromethyl)isoxazol-3-yl)aniline tert-Butyl-(2-(4-bromo-6-methoxy-1H-indol-1-yl)ethyl)carbamate